5-{(1S,2R)-[1-(2-Chloro-3-fluoro-4-methoxyphenyl)-3,3,3-trifluoro-2-hydroxy-2-([methylsulfanyl]methyl)propyl]amino}-1H-quinolin-2-one ClC1=C(C=CC(=C1F)OC)[C@@H]([C@@](C(F)(F)F)(CSC)O)NC1=C2C=CC(NC2=CC=C1)=O